behenyltrimethylammonium C(CCCCCCCCCCCCCCCCCCCCC)[N+](C)(C)C